C1NCC12OCC(CO2)CCN(C=2C=CC(=NC2)C#N)CC2=CC(=C(C=C2)OC)F 5-((2-(5,9-dioxa-2-azaspiro[3.5]nonan-7-yl)ethyl)(3-fluoro-4-methoxybenzyl)amino)picolinonitrile